N-[(2-aminoquinolin-7-yl)methyl]-N-(2-methanesulfonylpyridin-3-yl)-6-(trifluoromethyl)pyridine-3-carboxamide NC1=NC2=CC(=CC=C2C=C1)CN(C(=O)C=1C=NC(=CC1)C(F)(F)F)C=1C(=NC=CC1)S(=O)(=O)C